FC(CN1CCCCC1)(C(F)F)F 1-(2,2,3,3-tetrafluoropropyl)piperidin